C[C@H]1N(CCN(C1=O)C)CCOC=1C=CC(=NC1)N1CCN(CC1)C(=O)OC(C)(C)C (R)-tert-butyl 4-{5-[2-(2,4-dimethyl-3-oxopiperazin-1-yl)ethoxy]pyridin-2-yl}piperazine-1-carboxylate